C1(CC1)C1CC(CNC1)NC(OC(C)(C)C)=O tert-Butyl 5-cyclopropylpiperidin-3-ylcarbamate